C(C)OCC=1C=C2NC=3C=CC(=CC3C(C2=CC1)(C)C)CN1CCCC1 6-(ethoxymethyl)-9,9-dimethyl-2-(pyrrolidin-1-ylmethyl)-9,10-dihydroacridine